CC1(OB(OC1(C)C)C1=CC=C(C=C1)C(=C(C1=CC=CC=C1)C1=CC=CC=C1)C1=CC=CC=C1)C 4,4,5,5-tetramethyl-2-[4-(1,2,2-triphenylvinyl)phenyl]-1,3,2-dioxaborolane